O1CCN(CC1)C1=CC=C(C=N1)CC1=C(C(=O)N)C=CC=N1 ((6-morpholinopyridin-3-yl)methyl)nicotinamide